FC=1C=C(C=NC1OC1=CC=NC2=CC(=C(N=C12)OC)OCCCN1CCOCC1)NC(=O)C1(CC1)C(=O)NC1=CC=C(C=C1)F 1-N'-[5-fluoro-6-[[6-methoxy-7-(3-morpholin-4-ylpropoxy)-1,5-naphthyridin-4-yl]oxy]pyridin-3-yl]-1-N-(4-fluorophenyl)cyclopropane-1,1-dicarboxamide